FC(C(C)(O)C)(CC[C@@H](C)[C@H]1CC[C@H]2/C(/CCC[C@]12C)=C/CN1N=NN=C1C1=CC=C(C=C1)F)F (R)-3,3-Difluoro-6-[(1R,3aS,7aR,E)-4-{2-[5-(4-fluorophenyl)-1H-tetrazol-1-yl]ethylidene}-7a-methyloctahydro-1H-inden-1-yl]-2-methylheptan-2-ol